6-bromo-8-iodo-2-methyl-imidazo[1,2-a]pyridine BrC=1C=C(C=2N(C1)C=C(N2)C)I